C[C@@H]1CNCCO1 |r| racemic-2-methylmorpholine